1-(3-Bromophenyl)-3-(3-chloropropyl)urea BrC=1C=C(C=CC1)NC(=O)NCCCCl